tert-butyl 4-[2-[3-(4-amino-7-isopropyl-pyrrolo[2,3-d]pyrimidin-5-yl)-5-cyclopropyl-isoxazol-4-yl]pyrimidin-5-yl]piperidine-1-carboxylate NC=1C2=C(N=CN1)N(C=C2C2=NOC(=C2C2=NC=C(C=N2)C2CCN(CC2)C(=O)OC(C)(C)C)C2CC2)C(C)C